3-(5-methyl-1,2,5,6-tetrahydropyridin-3-yl)-1H-pyrrolo[2,3-b]Pyridine-1-carboxylic acid tert-butyl ester C(C)(C)(C)OC(=O)N1C=C(C=2C1=NC=CC2)C=2CNCC(C2)C